N-(3-(4,4-difluoropiperidin-1-yl)pyrazolo[1,5-a]pyridin-5-yl)-4-((2-hydroxyethyl)sulfonylamino)-2-(6-azaspiro[2.5]oct-6-yl)benzamide FC1(CCN(CC1)C=1C=NN2C1C=C(C=C2)NC(C2=C(C=C(C=C2)NS(=O)(=O)CCO)N2CCC1(CC1)CC2)=O)F